ClC1=C(C(=CC=C1)Cl)N1N=C(C(=N1)C(=O)N)NC1=NC=C(C=C1)C(=O)N1CC(C(C1)(F)F)(F)F 2-(2,6-dichlorophenyl)-5-((5-(3,3,4,4-tetrafluoropyrrolidine-1-carbonyl)pyridin-2-yl)amino)-2H-1,2,3-triazole-4-carboxamide